FC=1C=CC(=C2C(CC(C12)(C)C)C)N 7-fluoro-1,1,3-trimethylindan-4-ylamine